BrCCOCCOCCOCCOCCCC(=O)OC(C)(C)C t-butyl 1-bromo-3,6,9,12-tetraoxapentadecane-15-carboxylate